OC1CC(CCC1)NC1=NN=C(C2=CC=CC=C12)C1=C(C=C(C=C1)C(F)(F)F)O 2-(4-((3-hydroxycyclohexyl)amino)phthalazin-1-yl)-5-(trifluoromethyl)phenol